1,1-diamino-2,2-dinitroethene NC(=C([N+](=O)[O-])[N+](=O)[O-])N